O1CCN(CC1)C=1OC=2C(=NC(=CC2)N2CCCCC2)N1 2-morpholino-5-(piperidin-1-yl)oxazolo[4,5-b]pyridin